(S)-6-(methylthio)-1'-(9-(1-phenylcyclopropyl)-7H-pyrazolo[4,3-e][1,2,4]triazolo[4,3-c]pyrimidin-5-yl)-1,3-dihydrospiro[indene-2,4'-piperidin]-1-amine CSC1=CC=C2CC3(CCN(CC3)C3=NC4=C(C=5N3C=NN5)C(=NN4)C4(CC4)C4=CC=CC=C4)[C@@H](C2=C1)N